ClC1=CC(=C(C2=C1OC(O2)(C)C2CCC(CC2)N2CC(C2)OC)C)C(=O)OC methyl 7-chloro-2-(4-(3-methoxyazetidin-1-yl) cyclohexyl)-2,4-dimethylbenzo[d][1,3]dioxole-5-carboxylate